Cl.Cl.N[C@@H]1CN(C[C@@H](C1)C)C1=C2C(=NC=C1NC(=O)C=1C(=C(C(=CC1)F)C1=C(C=CC=C1F)F)F)[C@@H](CC2)O N-((R)-4-((3S,5R)-3-amino-5-methylpiperidin-1-yl)-7-hydroxy-6,7-dihydro-5H-cyclopenta[b]Pyridin-3-yl)-2,2',6,6'-tetrafluoro-[1,1'-biphenyl]-3-carboxamide dihydrochloride